C(C)(C)(C)OC(=O)N1CCC(CC1)(C(=O)NN)C1=CC=C(C=C1)Br.C(C1=CC=CC=C1)OC1=NN(C=C1)C1=NC=CC=C1 2-[3-(benzyloxy)-1H-pyrazol-1-yl]pyridine tert-butyl-4-(4-bromophenyl)-4-(hydrazinecarbonyl)piperidine-1-carboxylate